ClC1=CC=C(S1)CNC1=CC(=NN1C(C(C)(C)C)=O)C1CNCCC1 1-(5-[(5-chlorothiophen-2-yl)methyl]amino-3-(piperidin-3-yl)-1H-pyrazol-1-yl)-2,2-dimethylpropan-1-one